FC=1C=C(C=C(C1)F)C(COC)C=1C=C2C(=NNC2=CC1)NC(C1=C(C=C(C=C1)N1CCN(CC1)C)NC1CCOCC1)=O N-(5-(1-(3,5-difluorophenyl)-2-methoxyethyl)-1H-indazol-3-yl)-4-(4-methylpiperazin-1-yl)-2-((tetrahydro-2H-pyran-4-yl)amino)benzamide